2-(2-isopropylpyridin-3-yl)-9-(4-(3-(piperidin-4-yl)-1H-pyrazol-1-yl)benzyl)-7,9-dihydro-8H-purin-8-one C(C)(C)C1=NC=CC=C1C1=NC=C2NC(N(C2=N1)CC1=CC=C(C=C1)N1N=C(C=C1)C1CCNCC1)=O